(l)-3-[2-(2-fluoro-4-methoxybenzoyl)-1,2,3,4-tetrahydroisoquinolin-5-yl]-3-(7-methoxy-1-methyl-1H-benzo[d][1,2,3]triazol-5-yl)propionic acid ethyl ester C(C)OC(CC(C1=CC2=C(N(N=N2)C)C(=C1)OC)C1=C2CCN(CC2=CC=C1)C(C1=C(C=C(C=C1)OC)F)=O)=O